C(CCCCC)C(CNCC(CCCCCCCC)CCCCCC)CCCCCCCC bis(2-hexyldecyl)amine